C1(=CC=CC=C1)N(C1=CC=C(C=CC2=CC=C(C=C2)C2=CC=C(C=C2)C=CC2=CC=C(C=C2)N(C2=CC=CC=C2)C2=CC=CC=C2)C=C1)C1=CC=CC=C1 4,4'-bis[4-(di-phenylamino)styryl]biphenyl